[K].N1C(=S)NC(=O)NC1=O.[K].[K].N1C(=S)NC(=O)NC1=O thiocyanuric acid-sesquipotassium salt